C(C)(C)N1N=C(C=C1)C=1C(=C2C(=NC(=NN2C1)C1=NC=CC=C1)NC1=NC=NC(=C1)OC)C 6-(1-Isopropyl-1H-pyrazol-3-yl)-N-(6-methoxypyrimidin-4-yl)-5-methyl-2-(pyridin-2-yl)pyrrolo[2,1-f][1,2,4]triazin-4-amine